(2S,4R)-1-[(2S)-2-(4-cyclopropyltriazol-1-yl)-3,3-dimethyl-butanoyl]-4-hydroxy-N-[2-(4-pyridylamino)ethyl]pyrrolidine-2-carboxamide C1(CC1)C=1N=NN(C1)[C@H](C(=O)N1[C@@H](C[C@H](C1)O)C(=O)NCCNC1=CC=NC=C1)C(C)(C)C